(E)-4-(1,3-dithian-2-yl)-4-methoxy-phenyl 3-(2-chloro-pyridin-4-yl)acrylate ClC1=NC=CC(=C1)/C=C/C(=O)OC1=CCC(C=C1)(OC)C1SCCCS1